S(=O)(=O)(O)OC(C)S(=O)(=O)O sulfoethanol sulfate